C(#N)CC1(CN(C1)C=1C=2N(C=CC1)N=C(N2)NC2=CC=C(C(=O)NCCCN1CCOCC1)C=C2)N2N=CC(=C2)CC 4-[[8-[3-(cyanomethyl)-3-(4-ethylpyrazol-1-yl)azetidin-1-yl]-[1,2,4]triazolo[1,5-a]pyridin-2-yl]amino]-N-(3-morpholinopropyl)benzamide